C(#N)CC(=O)NC1=CC(=CC=C1)C=1C=NN(C1)C1=C2C(=NC=C1)NC=C2 2-cyano-N-{3-[1-(1H-pyrrolo[2,3-b]-pyridin-4-yl)-1H-pyrazol-4-yl]-phenyl}acetamide